(2R,5S) and (2S,5R)-piperidine N1CCCCC1